N-(7-bromo-6-chloro-3-oxo-1H-isobenzofuran-5-yl)-N-tert-butoxycarbonyl-carbamic acid tert-butyl ester C(C)(C)(C)OC(N(C(=O)OC(C)(C)C)C=1C=C2C(OCC2=C(C1Cl)Br)=O)=O